N-((6-AMINO-2-METHYLPYRIDIN-3-YL)METHYL)-2-(2-OXO-6-PHENYL-3-(PYRROLIDIN-1-YL)PYRAZIN-1(2H)-YL)ACETAMIDE NC1=CC=C(C(=N1)C)CNC(CN1C(C(=NC=C1C1=CC=CC=C1)N1CCCC1)=O)=O